ClC1=CC=C(C=C1)C1=C(C=CC=C1)C1=C(NC2=CC=CC=C12)C1=CC=CC=C1 3-(4'-chloro-[1,1'-biphenyl]-2-yl)-2-phenyl-1H-indole